3,5-bis(3,5-dimethoxy-4-nitrophenoxy)benzoic acid COC=1C=C(OC=2C=C(C(=O)O)C=C(C2)OC2=CC(=C(C(=C2)OC)[N+](=O)[O-])OC)C=C(C1[N+](=O)[O-])OC